1-(but-3-enoxymethyl)-4-methoxy-benzene C(CC=C)OCC1=CC=C(C=C1)OC